dihydro-1H-pyrrolizin-1-one C1(CCN2C=CC=C12)=O